FC(C=1C=C2C(=CC1)NC(C21CCN(CC1)CCOC=1C=NC(=NC1)N1CC(C1)(C)O)=O)F 5-(difluoromethyl)-1'-(2-{[2-(3-hydroxy-3-methylazetidin-1-yl)pyrimidin-5-yl]oxy}ethyl)-1,2-dihydrospiro[indole-3,4'-piperidin]-2-one